ClC1=C(C=CC=C1NC(=O)C=1SC2=C(CN(CC2)C(=O)OC(C)(C)C)N1)C1=C(C(=CC=C1)C=1OC2=C(N1)C=C(C(=C2)OC(F)F)CO)C tert-butyl 2-((2-chloro-3'-(6-(difluoromethoxy)-5-(hydroxymethyl) benzo[d]oxazol-2-yl)-2'-methyl-[1,1'-biphenyl]-3-yl) carbamoyl)-6,7-dihydrothiazolo[4,5-c]pyridine-5(4H)-carboxylate